CC1(C=2C=CC(=CC2C(CC1)(C)C)/C(=C/C1=CC=C(OCCN2CCOCC2)C=C1)/C)C 4-[2-[4-[2(E)-(5,5,8,8-Tetramethyl-5,6,7,8-tetrahydro-2-naphthyl)-1-propenyl]phenoxy]ethyl]morpholine